BrC=1C(=NC(=CC1)C=1N=NN(C1COC1OCC1)C)CC 3-bromo-2-ethyl-6-{1-methyl-5-[(oxetan-2-yloxy)methyl]-1H-1,2,3-triazol-4-yl}pyridine